3-(6,7-dihydro-5H-pyrrolo[1,2-a]imidazol-2-yl)-4-(3-ethylphenoxy)-N-methylbenzene-1-sulfonamide N1=C2N(C=C1C=1C=C(C=CC1OC1=CC(=CC=C1)CC)S(=O)(=O)NC)CCC2